ClC=1C=C2C=CC(=NC2=CC1)NC(=O)[C@@H]1CC[C@H](CC1)C=1OC(=NN1)C1CCC(CC1)(F)F trans-N-(6-chloroquinolin-2-yl)-4-(5-(4,4-difluorocyclohexyl)-1,3,4-oxadiazol-2-yl)cyclohexanecarboxamide